IC1CC2(CC1)CCN(CC2)C(=O)OCCCC butyl 2-iodo-8-azaspiro[4.5]decane-8-carboxylate